N-[2-amino-5-(4-fluorophenyl)phenyl]-4-[(6-cyano-3-pyridinyl)sulfonyl]benzamide NC1=C(C=C(C=C1)C1=CC=C(C=C1)F)NC(C1=CC=C(C=C1)S(=O)(=O)C=1C=NC(=CC1)C#N)=O